N-acetylneuraminic acid calcium salt [Ca+2].C(C)(=O)N[C@@H]1[C@H](CC(C([O-])=O)(O)O[C@H]1[C@H](O)[C@H](O)CO)O.C(C)(=O)N[C@@H]1[C@H](CC(C([O-])=O)(O)O[C@H]1[C@H](O)[C@H](O)CO)O